5-(3-acrylamido-5-(((4-ethyl-6-methyl-2-oxo-1,2-dihydropyridin-3-yl)methyl)carbamoyl)-4-methylphenyl)pyridine C(C=C)(=O)NC=1C=C(C=C(C1C)C(NCC=1C(NC(=CC1CC)C)=O)=O)C=1C=CC=NC1